C(#N)C1=C(N=CN1)C#N.[Li] lithium dicyanoimidazole